ClC=1C=CC2=C(C=C(O2)C(C(=O)N[C@@H]([C@@H](C=2C=C3C=NN(C3=CC2)C)O)CN2CCCC2)(F)F)C1 2-(5-chlorobenzofuran-2-yl)-2,2-difluoro-N-((1r,2r)-1-hydroxy-1-(1-methyl-1H-indazol-5-yl)-3-(pyrrolidin-1-yl)propan-2-yl)acetamide